β-amino isobutyrate C[C@H](CN)C(=O)[O-]